(1r,3r)-3-(benzo[d]thiazol-4-yl)cyclobutanol S1C=NC2=C1C=CC=C2C2CC(C2)O